(R)-1-(4-(ethylthio)phenyl)-2-methoxyethylamine hydrochloride Cl.C(C)SC1=CC=C(C=C1)[C@H](COC)N